C(C)(C)(C)C1=CC=CC=C1 tert-butylbenzene